6-[1-(2,2-difluoroethyl)-1H-pyrazolo[3,4-b]pyrazin-6-yl]-2-[6-(trifluoromethoxy)pyridin-3-yl]-2,6-diazaspiro[3.4]octane FC(CN1N=CC=2C1=NC(=CN2)N2CC1(CN(C1)C=1C=NC(=CC1)OC(F)(F)F)CC2)F